[Mn].[Ni] nickel manganese salt